7-(3,5-dichlorophenyl)-3-hydroxy-1-benzofuran-2-carboxylic acid methyl ester COC(=O)C=1OC2=C(C1O)C=CC=C2C2=CC(=CC(=C2)Cl)Cl